C(CCCCC)OCC(O)OCCCCC 2-(hexyloxy)-1-(pentyloxy)-1-ethanol